C(CCC)(=O)ONCC1=CC(=C(C=C1)C1=C(C=CC2=CC=CC=C12)NS(=O)(=O)C1=CC=C(C=C1)OC)C (4-((4-methoxyphenyl) sulfonamido naphthalen-1-yl) (3-methylbenzyl) amino) butanoate